6-[(4-Chlorophenyl)methyl]-3-(dimethylamino)-8-(morpholin-4-yl)[1,2,4]triazolo[4',3':1,6]pyrimido[5,4-c]pyridazin-5(6H)-one ClC1=CC=C(C=C1)CN1C(N2C(C3=NN=C(C=C31)N3CCOCC3)=NN=C2N(C)C)=O